cyanoAzide C(#N)N=[N+]=[N-]